ClC1=NC(=C(C2=CC3=C(C=C12)N(N=C3)C3OCCCC3)C=3C=NC=C(C3)F)C3CCOCC3 8-chloro-5-(5-fluoro-3-pyridyl)-1-tetrahydropyran-2-yl-6-tetrahydropyran-4-yl-pyrazolo[4,3-g]Isoquinoline